ClC1=C(C(=O)NC2=NON=C2C)C=CC(=C1SCCC)S(=O)(=O)C 2-chloro-N-(4-methyl-1,2,5-oxadiazol-3-yl)-4-(methylsulfonyl)-3-(propylthio)benzamide